8-[(1S)-1-[[6-chloro-2-[1-hydroxy-5-(trideuteriomethyl)-2,3,1-benzoxazaborinin-6-yl]-3-pyridyl]amino]ethyl]-2-isopropyl-3,6-dimethyl-chromen-4-one ClC1=CC=C(C(=N1)C=1C=CC2=C(C=NOB2O)C1C([2H])([2H])[2H])N[C@@H](C)C=1C=C(C=C2C(C(=C(OC12)C(C)C)C)=O)C